[Th].[Pb] plumbum-thorium